1-benzyl-3,8-dimethyl-3,4-dihydro-quinolin-2(1H)-one C(C1=CC=CC=C1)N1C(C(CC2=CC=CC(=C12)C)C)=O